N[C@@H]1[C@@H]2[C@H](OC1)[C@H](CO2)NC(OC(C)(C)C)=O tert-butyl N-[(3S,3aR,6S,6aR)-3-amino-2,3,3a,5,6,6a-hexahydrofuro[3,2-b]furan-6-yl]carbamate